4-(4-(3-acrylamidoazepan-1-yl)-2-(((2S,4R)-4-fluoro-1,2-dimethylpyrrolidin-2-yl)methoxy)-5,6-dihydroquinazolin-7-yl)-5-ethynyl-6-fluoronaphthalen-2-yl isobutyrate C(C(C)C)(=O)OC1=CC2=CC=C(C(=C2C(=C1)C=1CCC=2C(=NC(=NC2C1)OC[C@]1(N(C[C@@H](C1)F)C)C)N1CC(CCCC1)NC(C=C)=O)C#C)F